6-Chloro-3-[[(1R)-1-[3,6-dimethyl-2-(1-methylimidazol-4-yl)-4-oxo-chromen-8-yl]ethyl]amino]-N-methylsulfonyl-pyridine-2-carboxamide ClC1=CC=C(C(=N1)C(=O)NS(=O)(=O)C)N[C@H](C)C=1C=C(C=C2C(C(=C(OC12)C=1N=CN(C1)C)C)=O)C